C(C)(C)N1N=C(N=C1[C@H]1CC(CC1)=O)C=1C=NC(=CC1)C(F)(F)F (R)-3-(1-isopropyl-3-(6-(trifluoromethyl)pyridin-3-yl)-1H-1,2,4-triazol-5-yl)cyclopentanone